ClC=1C2=C(N=CN1)N(C=C2)[C@H]2[C@@H]([C@@H]([C@H](C2)CO)O)F (1R,2S,3R,5R)-3-(4-chloropyrrolo[2,3-d]pyrimidin-7-yl)-2-fluoro-5-(hydroxymethyl)cyclopentanol